OCC#CC1=CC(=NC(=C1)C(F)(F)F)N1CCC(CC1)OC1CC(C1)O 3-((1-(4-(3-hydroxyprop-1-yn-1-yl)-6-(trifluoromethyl)pyridin-2-yl)piperidin-4-yl)oxy)cyclobutan-1-ol